(2S,3R)-1-tert-butyl 2-methyl 3-allyl-3-(2-((tert-butyldimethylsilyl)oxy)ethyl)-4-oxopyrrolidine-1,2-dicarboxylate C(C=C)[C@]1([C@H](N(CC1=O)C(=O)OC(C)(C)C)C(=O)OC)CCO[Si](C)(C)C(C)(C)C